C(C)C1=C(C=C(C=C1)C(C(CC(=O)OC(C)(C)C)=O)(C)C)I tert-butyl 4-(4-ethyl-3-iodo-phenyl)-4-methyl-3-oxopentanoate